BrCC1(CC1)CO[Si](C)(C)C(C)(C)C ((1-(bromomethyl)cyclopropyl)methoxy)(tert-butyl)dimethyl-silane